1-(1-(5-chloropyridin-3-yl)-1',4-dimethyl-1H,1'H-[3,4'-bipyrazol]-5-yl)-3-((3S,4R)-4-(3,4-difluorophenyl)-1-(2-methoxyethyl)pyrrolidin-3-yl)urea ClC=1C=C(C=NC1)N1N=C(C(=C1NC(=O)N[C@@H]1CN(C[C@H]1C1=CC(=C(C=C1)F)F)CCOC)C)C=1C=NN(C1)C